Cl.C1(=CC=CC=C1)NC1N(C(=NC(=N1)N)N1CCCC1)C1=CC=C(C=C1)C N-Phenyl-6-pyrrolidin-1-yl-N1-p-tolyl-[1,3,5]triazine-2,4-diamine hydrochloride